2-[(3R)-3-({6-[2-hydroxy-4-(trifluoromethyl)phenyl]-5-methylpyridazin-3-yl}amino)piperidin-1-yl]-1-[3-(hydroxymethyl)-3-methylazetidin-1-yl]ethanone OC1=C(C=CC(=C1)C(F)(F)F)C1=C(C=C(N=N1)N[C@H]1CN(CCC1)CC(=O)N1CC(C1)(C)CO)C